N-(6-Hydrazinyl-6-oxohexyl)-6-(5-((3aS,6aR)-2-oxohexahydro-1H-thieno[3,4-d]imidazol-4-yl)pentanamido)hexanamid N(N)C(CCCCCNC(CCCCCNC(CCCCC1SC[C@@H]2NC(N[C@@H]21)=O)=O)=O)=O